(2,6-Dichloropyridin-4-yl)methyl (S)-2-amino-4-ethylhexanoate hydrochloride Cl.N[C@H](C(=O)OCC1=CC(=NC(=C1)Cl)Cl)CC(CC)CC